C(C)(C)(C)N1N=C(C(=C1C)O)C1=C(C=CC=C1)OCC 1-(tert-Butyl)-3-(2-ethoxyphenyl)-5-methyl-pyrazol-4-ol